N1=C(SC2=C1C1=C(C=C2)OCC1)N1C(N[C@@H]2[C@H]1CCOC2)=O |r| rac-(3aR,7aR)-1-(7,8-dihydrofuro[3,2-e][1,3]benzothiazol-2-yl)hexahydropyrano[3,4-d]imidazol-2(3H)-one